C(C1=CC=CC=C1)OC([C@@H](N)CO)=O L-SERINE BENZYL ESTER